5-chloro-N-[4-(cyanomethyl)-2,5-difluoro-phenyl]naphthalene-1-sulfonamide ClC1=C2C=CC=C(C2=CC=C1)S(=O)(=O)NC1=C(C=C(C(=C1)F)CC#N)F